NC1=CC=2C(C=3N=C(N=CC3C2C(=C1)C)C(F)(F)F)=O 7-amino-5-methyl-2-(trifluoromethyl)-9H-indeno[2,1-d]pyrimidin-9-one